4-Methoxy-N-phenyl-6-(1-((2-(trimethylsilyl)ethoxy)methyl)-1H-pyrazol-4-yl)thieno[3,2-c]pyridin-7-amine COC1=NC(=C(C2=C1C=CS2)NC2=CC=CC=C2)C=2C=NN(C2)COCC[Si](C)(C)C